COC1=CC=C(CN2CC(CC2=O)C=O)C=C1 1-(4-methoxybenzyl)-5-oxopyrrolidine-3-carbaldehyde